N-((2R,4S,5R)-2-((S)-1-(4-fluorophenyl)-1,2,3,4-tetrahydroisoquinoline-2-carbonyl)-5-(isopropylamino)tetrahydro-2H-pyran-4-yl)-4-methylbenzenesulfonamide FC1=CC=C(C=C1)[C@@H]1N(CCC2=CC=CC=C12)C(=O)[C@@H]1OC[C@@H]([C@H](C1)NS(=O)(=O)C1=CC=C(C=C1)C)NC(C)C